COC1=CC2=C(OCCN2)C=C1N1N=C(C=2C=NC(=CC21)C=2C=NN1C2N=CC=C1)C(=O)NCCN1CCC2(CC(OC2)=O)CC1 1-(6-methoxy-3,4-dihydro-2H-benzo[b][1,4]oxazin-7-yl)-N-(2-(3-oxo-2-oxa-8-azaspiro[4.5]decan-8-yl)ethyl)-6-(pyrazolo[1,5-a]pyrimidin-3-yl)-1H-pyrazolo[4,3-c]pyridine-3-carboxamide